[(3R)-3-Methyl[1,4'-bipiperidine]-1'-yl]{2-[5,6,7,8-tetrahydroquinolin-8-ylamino]-1,3-thiazol-5-yl}methanone C[C@H]1CN(CCC1)C1CCN(CC1)C(=O)C1=CN=C(S1)NC1CCCC=2C=CC=NC12